CC1=C(OC(C(=O)OCC)(C)C)C(=CC(=C1)C([2H])([2H])N1N=CN(C1=O)C1=CC=C(C=C1)C(F)(F)F)C Ethyl 2-(2,6-dimethyl-4-((5-oxo-4-(4-(trifluoromethyl) phenyl)-4,5-dihydro-1H-1,2,4-triazol-1-yl)-dideuteromethyl) phenoxy)-2-methylpropionate